[Li]CCCCCCCCCC[Li] Decamethylendilithium